C(=C)(C1=C(N(C)[Si](C)(C)C(C)(C)C)C=CC=C1)C1=C(N([Si](C)(C)C(C)(C)C)C)C=CC=C1 vinylidenebis[N-methyl-N-(t-butyldimethylsilyl)aniline]